6-Bromio-8-methoxyquinolin-4-ol BrC=1C=C2C(=CC=NC2=C(C1)OC)O